C(#C)C1(CC(C1)(F)F)N 1-ethynyl-3,3-difluorocyclobutan-1-amine